[C-]#N.C(CCC)[NH+]1C(=CC=C1)CCC 1-butyl-2-propylpyrrolium cyanide